COC=1C=CC(N(C1)C=1C=NC(=CC1)N[C@@H]1C[C@H](CC1)NC=1SC2=NC=CC=C2N1)=O 5-Methoxy-6'-(((1S,3S)-3-(thiazolo[5,4-b]pyridin-2-ylamino)cyclopentyl)amino)-2H-[1,3'-bipyridin]-2-one